tert-butyl (3-(3,8-diazabicyclo[3.2.1]octan-3-yl)-2-chloro-5-cyanophenyl)carbamate C12CN(CC(CC1)N2)C=2C(=C(C=C(C2)C#N)NC(OC(C)(C)C)=O)Cl